CC1=C(OC(C(=O)OCC)(C)C)C(=CC(=C1)CN1N=CN(C1=O)C1=CC=C(C=C1)SC)C Ethyl 2-(2,6-dimethyl-4-((4-(4-(methylthio) phenyl)-5-oxo-4,5-dihydro-1H-1,2,4-triazol-1-yl) methyl) phenoxy)-2-methylpropionate